C(C)(C)(C)OC(=O)N1CC(C1)N1N=C2C(N=C(C=C2)C(=O)OC)=C1 methyl 2-(1-(tert-butoxycarbonyl) azetidin-3-yl)-2H-pyrazolo[4,3-b]pyridine-5-carboxylate